5,6-difluoro-3-hydroxy-1-methyl-1H-indole-2-carboxylic acid methyl ester COC(=O)C=1N(C2=CC(=C(C=C2C1O)F)F)C